FC(C(=O)N1CC2=CC(=C(C=C2C1)F)NC1=NC=C(C(=N1)C=1SC=C(C1)S(=O)(=O)C)C(F)(F)F)(F)F 2,2,2-trifluoro-1-(5-fluoro-6-((4-(4-(methylsulfonyl)thiophen-2-yl)-5-(trifluoromethyl)pyrimidin-2-yl)amino)isoindolin-2-yl)ethan-1-one